CC1=CC2=C(C(N3[C@@H](CO2)C[C@@H](C3)OC3=NC=C2CCC(NC2=C3)=O)=O)C(=C1)N1CCCC1 (2S,11aR)-8-methyl-2-((2-oxo-1,2,3,4-tetrahydro-1,6-naphthyridin-7-yl)oxy)-6-(pyrrolidin-1-yl)-2,3,11,11a-tetrahydro-1H,5H-benzo[f]pyrrolo[2,1-c][1,4]oxazepin-5-one